C(C)(C)C1=C(NC2=CC=C(C=C12)C1CNCCC1)C1=CC(=NC=C1)C 3-isopropyl-2-(2-methylpyridin-4-yl)-5-(piperidin-3-yl)-1H-indole